C(C)C(C[Si]1(C2=C(C3=C1C=CS3)C=CS2)CC(CCCC)CC)CCCC 4,4-bis(2-ethylhexyl)-dithieno-silole